C(C)OC(=O)C1C(CC(C=C1C)=O)C1=CC=CC=C1 Ethyl-3-methyl-5-oxo-1,2,5,6-tetrahydro-[1,1'-biphenyl]-2-carboxylate